(E)-8-(3-ureido-propenyl)-1-[3-(trifluoromethyl)phenyl]oxazolo[5,4-c]quinolin-2(1H)-one N(C(=O)N)C/C=C/C1=CC=2C3=C(C=NC2C=C1)OC(N3C3=CC(=CC=C3)C(F)(F)F)=O